5-methoxyquinazolin COC1=C2C=NC=NC2=CC=C1